2-methyl-6-[1H-pyrrolo[3,2-b]pyridin-3-yl]pyridin-3-amine CC1=NC(=CC=C1N)C1=CNC=2C1=NC=CC2